Cl.C[C@H]1N([C@H](CNC1)C)CC(=O)NC1=NC=CC(=C1)C1C(NC(CC1)=O)=O 2-((2r,6s)-2,6-dimethylpiperazin-1-yl)-N-(4-(2,6-dioxopiperidin-3-yl)pyridin-2-yl)acetamide hydrochloride